N-methyl-N,N-bisdodecylammonium [tetrakis(perfluorophenyl) borate] FC1=C(C(=C(C(=C1F)F)F)F)[B-](C1=C(C(=C(C(=C1F)F)F)F)F)(C1=C(C(=C(C(=C1F)F)F)F)F)C1=C(C(=C(C(=C1F)F)F)F)F.C[NH+](CCCCCCCCCCCC)CCCCCCCCCCCC